C(C)(C)(C)OC(=O)N(C1CCC(CC1)C(=O)OC)CC methyl (1r,4r)-4-{[(tert-butoxy) carbonyl](ethyl)amino}cyclohexane-1-carboxylate